4-(Pyrimidin-5-ylsulfonyl)benzoic acid N1=CN=CC(=C1)S(=O)(=O)C1=CC=C(C(=O)O)C=C1